7-chloro-3-(2,6-difluoro-3,5-dimethoxyphenyl)-1-methyl-3,4-dihydropyrido[4,3-d]pyrimidin-2(1H)-one ClC1=CC=2N(C(N(CC2C=N1)C1=C(C(=CC(=C1F)OC)OC)F)=O)C